(S,E)-N-(5-(4-(3-(cyanomethyl)-4-(4-oxopent-2-enoyl)piperazin-1-yl)quinazolin-6-yl)-2-methoxypyridin-3-yl)-2,4-difluorobenzenesulfonamide C(#N)C[C@H]1CN(CCN1C(\C=C\C(C)=O)=O)C1=NC=NC2=CC=C(C=C12)C=1C=C(C(=NC1)OC)NS(=O)(=O)C1=C(C=C(C=C1)F)F